1-(2-chlorophenyl)-4-((isoxazol-4-yl-methyl)amino)-7-(trifluoromethyl)pyrido[2,3-d]pyrimidin-2(1H)-one ClC1=C(C=CC=C1)N1C(N=C(C2=C1N=C(C=C2)C(F)(F)F)NCC=2C=NOC2)=O